C(C)(C)(C)OC(=O)[C@@H]1C[C@H](N(C1)C(=O)OC(C)(C)C)C(=O)O (2s,4r)-4-(tert-butoxycarbonyl)-1-(tert-butoxycarbonyl)pyrrolidine-2-carboxylic acid